4-(1,2,5-trimethyl-1H-indol-3-yl)butyric acid CN1C(=C(C2=CC(=CC=C12)C)CCCC(=O)O)C